BrC1=CC=CC=2C3=CC=CC=C3C3(C12)C1=CC=CC=C1C=1C=CC=CC13 bromo-9,9'-spirobifluorene